C(C=C)(=O)NCC=1C(=CC(=NC1)C1=CC=C(C=C1)F)C1=NN(C=C1)CC1=CC=CC(=N1)C(=O)O 6-((3-(5-(acrylamidomethyl)-2-(4-fluorophenyl)pyridin-4-yl)-1H-pyrazol-1-yl)methyl)picolinic acid